OC[C@H]1N2CC(C[C@@]2(CC1)C(=O)OC)=C methyl (5S,7aS)-5-(hydroxymethyl)-2-methylenetetrahydro-1H-pyrrolizine-7a(5H)-carboxylate